(S)-2-((S)-2-Acetamido-3-(1H-indol-3-yl)propanamido)-6-diazo-N-methyl-5-oxohexanamide C(C)(=O)N[C@H](C(=O)N[C@H](C(=O)NC)CCC(C=[N+]=[N-])=O)CC1=CNC2=CC=CC=C12